1-tosyloxy-4,4,4-trifluorobutane S(=O)(=O)(C1=CC=C(C)C=C1)OCCCC(F)(F)F